tert-butyl-1-({N-[(benzyloxy)carbonyl]glycyl}amino)-3,6,9,12-tetraoxapentadecane-15-oate C(C)(C)(C)OC(CCOCCOCCOCCOCCNC(CNC(=O)OCC1=CC=CC=C1)=O)=O